(R)-N-(1-(4-fluorophenyl)ethyl)-4',5'-dimethyl-[3,3'-bipyridin]-6-amine FC1=CC=C(C=C1)[C@@H](C)NC1=CC=C(C=N1)C=1C=NC=C(C1C)C